COC=1C(=NC(=NC1C1=CC(=NC=C1)C1=NN(C=C1)C)C1=CC=NC=C1)NC1=CC=NC=C1 5-methoxy-6-(2-(1-methyl-1H-pyrazol-3-yl)pyridin-4-yl)-N,2-di(pyridin-4-yl)pyrimidin-4-amine